4-[4-[4-[4-[[2-(2,4-Dichlorophenyl)-2-(1H-1,2,4-triazol-1-ylmethyl)-1,3-dioxolan-4-yl]methoxy]phenyl]-1-piperazinyl]phenyl]-2,4-dihydro-2-(hex-3-ynyl)-3H-1,2,4-triazol-3-one ClC1=C(C=CC(=C1)Cl)C1(OCC(O1)COC1=CC=C(C=C1)N1CCN(CC1)C1=CC=C(C=C1)N1C(N(N=C1)CCC#CCC)=O)CN1N=CN=C1